C(C)(C)(C)C=1C=C(C=C(C1)C(C)(C)C)C1=C(C(=CC(=C1)C1=CC(=CC(=C1)C(C)(C)C)C(C)(C)C)C1=CC(=CC(=C1)C(C)(C)C)C(C)(C)C)S 2,4,6-tris(3,5-di-tert-butylphenyl)thiophenol